(3,4-dihydroxy-5-oxo-2,5-dihydrofuran-2-yl) ethane-1,2-diylbis(m-tolyl carbamate) C(CN(C([O-])=O)C=1C=C(C=CC1)C)N(C(OC1OC(C(=C1O)O)=O)=O)C=1C=C(C=CC1)C